FC1=C(C=CC=C1F)CN1[C@@H](CCC1=O)CC(=O)N[C@H](C(=O)O)[C@H](CC)C (2S,3S)-2-[[2-[(2S)-1-[(2,3-difluorophenyl)methyl]-5-oxopyrrolidin-2-yl]acetyl]amino]-3-methylpentanoic acid